ethyl 2-[2-[tert-butyl (dimethyl) silyl] oxyethyl]-5-ethoxy-pyrazole-3-carboxylate [Si](C)(C)(C(C)(C)C)OCCN1N=C(C=C1C(=O)OCC)OCC